4-(2-azabicyclo[4.1.0]hept-2-yl)-8-fluoro-7-(8-fluoronaphthalen-1-yl)-2-((hexahydro-1H-pyrrolizin-7a-yl)methoxy)pyrido[4,3-d]pyrimidine C12N(CCCC2C1)C=1C2=C(N=C(N1)OCC13CCCN3CCC1)C(=C(N=C2)C2=CC=CC1=CC=CC(=C21)F)F